N-(2-chloro-6-methylphenyl)-2-((6-(4-(3-((2-(2,6-dioxopiperidin-3-yl)-1,3-dioxoisoindolin-4-yl)amino)propanoyl)piperazin-1-yl)-2-methylpyrimidin-4-yl)amino)thiazole-5-carboxamide ClC1=C(C(=CC=C1)C)NC(=O)C1=CN=C(S1)NC1=NC(=NC(=C1)N1CCN(CC1)C(CCNC1=C2C(N(C(C2=CC=C1)=O)C1C(NC(CC1)=O)=O)=O)=O)C